CN1N=C(C=C(C1=O)N1CC2(CCC2)CC1)C1=NN(C2=CC=C(C=C12)OC1(CC1)C)C1OCCCC1 2-Methyl-6-(5-(1-methylcyclopropoxy)-1-(tetrahydro-2H-pyran-2-yl)-1H-indazol-3-yl)-4-(6-azaspiro[3.4]octan-6-yl)pyridazin-3(2H)-one